dimethylamine Ricinoleate C(CCCCCCC\C=C/C[C@H](O)CCCCCC)(=O)O.CNC